N-(1,1'-biphenyl-4-yl)-9,9-dimethyl-N-[4-(9-phenyl-9H-carbazole-3-yl)phenyl]-9H-fluoren-2-amine C1(=CC=C(C=C1)N(C1=CC=2C(C3=CC=CC=C3C2C=C1)(C)C)C1=CC=C(C=C1)C=1C=CC=2N(C3=CC=CC=C3C2C1)C1=CC=CC=C1)C1=CC=CC=C1